C(C)(C)(C)OC(=O)N[C@H](C(=O)O)CP(=O)(OCC)OCC (R)-2-((tert-Butoxycarbonyl)amino)-3-(diethoxyphosphoryl)propionic acid